COC(=O)C1CCC(CC1)NC(C1=CC(=C(C=C1)[N+](=O)[O-])F)=O (1r,4r)-4-(3-fluoro-4-nitrobenzamido)cyclohexane-1-carboxylic acid methyl ester